2-(p-methylthiophenoxymethyl)-4-(N-isobutyl-aminomethyl)-thiazole CC1=CC=C(SCC=2SC=C(N2)CNCC(C)C)C=C1